CC=1C=CC=2N(C3=CC=C(C=C3C2C1)C)C1=CC=C(C=C1)C=1C(=NC(=CC1C1=C(C=CC=C1)C1=NC(=NC(=N1)C1=CC=CC=C1)C1=CC=CC=C1)C1=CC=C(C=C1)N1C2=CC=C(C=C2C=2C=C(C=CC12)C)C)N1C2=C(C=3C=CC=CC13)N=CC=C2 5-(3,6-bis(4-(3,6-dimethyl-9H-carbazol-9-yl)phenyl)-4-(2-(4,6-diphenyl-1,3,5-triazin-2-yl)phenyl)pyridin-2-yl)-5H-pyrido[3,2-b]indole